CN(C=NC=1C2=C(N=CN1)NC=C2C=2C=NC(=NC2)C(F)(F)F)C N,N-dimethyl-N'-(5-(2-(trifluoromethyl)pyrimidin-5-yl)-7H-pyrrolo[2,3-d]pyrimidin-4-yl)formimidamide